O1C=CC2=C1C=CC(=C2)C(=O)O benzofuran-5-carboxylic acid